N-(2-ethoxy-5-fluoropyrimidin-4-yl)-6,6-dimethyl-1,4,5,6-tetrahydropyrrolo[3,4-c]pyrazol-3-amine C(C)OC1=NC=C(C(=N1)NC=1C2=C(NN1)C(NC2)(C)C)F